4-bromo-2-iodo-1-thioanisole BrC1=CC(=C(C=C1)SC)I